COC=1C(=CC=2C(=C3C(=NC2C1)CCOCC3)NC3CCN(CC3)CCOC)OC N-{8,9-dimethoxy-1H,2H,4H,5H-oxepino[4,5-b]quinolin-11-yl}-1-(2-methoxyethyl)piperidin-4-amine